[7-(4-methylphenyl)-2H-chromen-4-yl]methylamine, hydrochloride Cl.CC1=CC=C(C=C1)C1=CC=C2C(=CCOC2=C1)CN